6-{1-[(4-Methoxy-phenyl)-methyl-carbamoyl]-piperidin-4-carbonyl}-1-methyl-1H-indazol COC1=CC=C(C=C1)N(C(=O)N1CCC(CC1)C(=O)C1=CC=C2C=NN(C2=C1)C)C